2-methyl-4-methoxyquinoline CC1=NC2=CC=CC=C2C(=C1)OC